ClC1=C2C(=NC=C1)N(C(=C2)C=2C(=NN(C2)C)F)S(=O)(=O)C2=CC=C(C)C=C2 4-chloro-2-(3-fluoro-1-methyl-1H-pyrazol-4-yl)-1-tosyl-1H-pyrrolo[2,3-b]pyridine